(S)-N-(4-cyclobutyl-1-methyl-3-(4-(trifluoromethoxy)phenyl)-1H-pyrazol-5-yl)-2-(2,2,3,3-tetrafluorocyclobutyl)acetamide C1(CCC1)C=1C(=NN(C1NC(C[C@@H]1C(C(C1)(F)F)(F)F)=O)C)C1=CC=C(C=C1)OC(F)(F)F